5-methyl-2-(1-methylethyl)-1,3-hexanediol CC(CC(C(CO)C(C)C)O)C